CC(CC)(C)N1C=[N+](C=C1)C(CC)(C)C 1,3-bis(1,1-dimethylpropyl)imidazolium